ClC=1C=C(NC2(CCC3(C(CC4=CC(=C(C=C34)C)C)C[C@H](COCC3=CC=C(C=C3)OC)C)CC2)C(=O)OC)C=CC1 methyl (1r,4R)-4-(3-chloroanilino)-2'-{(2R)-3-[(4-methoxyphenyl)methoxy]-2-methylpropyl}-5',6'-dimethyl-2',3'-dihydrospiro[cyclohexane-1,1'-indene]-4-carboxylate